2,2'-bipyridine-4,4'-dicarboxaldehyde gold(II) [Au+2].N1=C(C=C(C=C1)C=O)C1=NC=CC(=C1)C=O